ClC=1C=C(C=CC1Cl)C=1N(C(=CC(C1C(=O)O)=O)CN1N=C(C=C1Cl)Cl)CC 2-(3,4-dichlorophenyl)-6-[(3,5-dichloropyrazol-1-yl)methyl]-1-ethyl-4-oxo-pyridine-3-carboxylic acid